4-amino-1-(2-chloro-acetyl)-6-butyl-3,3-dimethyl-1,2,3,4-tetrahydro-pyrrolo[3,2-b]pyridin-5-one NN1C2=C(C=C(C1=O)CCCC)N(CC2(C)C)C(CCl)=O